FC=1C=CC(=C2C=C(N(C12)CCNC1=CC(=NC=N1)C1=CC(=C(S1)C1=NOC(N1)=O)C(F)(F)F)C)OC 3-(5-{6-[2-(7-Fluoro-4-methoxy-2-methyl-indol-1-yl)-ethylamino]-pyrimidin-4-yl}-3-trifluoromethylthiophen-2-yl)-[1,2,4]oxadiazol-5(4H)-on